P(=O)(OC1=CC=C(C=C1)O)(OC1=CC=C(C=C1)O)OC1=CC=CC=C1 Bis(4-hydroxyphenyl) phenyl phosphate